5-(2,4-difluorophenyl)isoxazole FC1=C(C=CC(=C1)F)C1=CC=NO1